4-(2-(4,4,5,5-tetramethyl-1,3,2-dioxaborolan-2-yl)ethyl)-cyclohexane-1-carboxylate CC1(OB(OC1(C)C)CCC1CCC(CC1)C(=O)[O-])C